ClC1=C(C=CC(=O)Cl)C=CC=C1 2-chlorocinnamoyl chloride